C1=C(C=CC2=CC=CC=C12)CO[C@H]1C[C@H](NC1)C(=O)O |&1:12| (2S,4S) and (2S,4R)-4-(2-naphthylmethoxy)-pyrrolidine-2-carboxylic acid